ethyl 6-(bromomethyl)-4-(4-(trifluoromethoxy)phenyl)benzo[d]oxazole-7-carboxylate BrCC1=C(C2=C(N=CO2)C(=C1)C1=CC=C(C=C1)OC(F)(F)F)C(=O)OCC